NC1=NC(=NC(=N1)NC1=CC=C(C=C1)OC1=CC=CC=C1)C(=O)OC methyl 4-amino-6-((4-phenoxyphenyl) amino)-1,3,5-triazine-2-carboxylate